3-Butylheptyl 8-((3-(cyclohexanecarboxamido)propyl)(8-(heptadecan-9-yloxy)-8-oxooctyl)amino)octanoate C1(CCCCC1)C(=O)NCCCN(CCCCCCCC(=O)OCCC(CCCC)CCCC)CCCCCCCC(=O)OC(CCCCCCCC)CCCCCCCC